6-isopropyl-3-methyl-7-oxabicyclo[4.1.0]hept-2-ene C(C)(C)C12CCC(=CC2O1)C